(2S,5R)-N-{[(2S,4S)-4-(1H-tetrazol-1-ylmethyl)-pyrrolidin-2-yl]methyloxy}-7-oxo-6-(sulfooxy)-1,6-diazabicyclo[3.2.1]octane-2-carboxamide N1(N=NN=C1)C[C@H]1C[C@H](NC1)CONC(=O)[C@H]1N2C(N([C@H](CC1)C2)OS(=O)(=O)O)=O